C(C1=CC=CC=C1)S(=O)(=O)N1C=CC=2C1=NC=C(N2)N 5-toluenesulfonyl-5H-pyrrolo[2,3-b]pyrazine-2-amine